N1CC(C1)C=1C=CC(=NC1)NC(=O)C=1N=C(SC1)C=1N(C=NC1C1=CC=C(C=C1)F)C(C)C N-[5-(azetidin-3-yl)-2-pyridyl]-2-[5-(4-fluorophenyl)-3-isopropyl-imidazol-4-yl]thiazole-4-carboxamide